1,2,3,4-tetrahydro-1-naphthylamine hydrochloride Cl.C1(CCCC2=CC=CC=C12)N